O=C(CCC(=O)O)CCC(CCC(=O)O)=O 4,7-diketosebacic acid